ClC1=CC2=C(C=N1)C(N(C2)CC(C)C)=O 6-chloro-2-isobutyl-1H-pyrrolo[3,4-c]Pyridin-3-one